3-(((3aR,5s,6aS)-2-(((2S)-7-oxabicyclo[2.2.1]heptan-2-yl)methyl)octahydro-cyclopenta[c]pyrrol-5-yl)amino)-6-(5-fluoro-2-methylphenyl)pyridazine-4-carbonitrile C12[C@@H](CC(CC1)O2)CN2C[C@@H]1[C@H](C2)CC(C1)NC=1N=NC(=CC1C#N)C1=C(C=CC(=C1)F)C